CS(=O)(=O)OCC(C)(C)C 2,2-dimethylpropyl methanesulfonate